C(CCC#C)(=O)C1C(C(O)=O)(O)O[C@H]([C@@H]([C@H]1O)N)[C@H](O)[C@H](O)CO (4-pentynoyl)neuraminic acid